(4-fluoro-1-isopropyl-2-methyl-1H-benzo[d]imidazol-6-yl)-N-(4-fluoro-2-methoxy-5-nitrophenyl)-5-(trifluoromethyl)pyrimidin-2-amine FC1=CC(=CC=2N(C(=NC21)C)C(C)C)C2=NC(=NC=C2C(F)(F)F)NC2=C(C=C(C(=C2)[N+](=O)[O-])F)OC